CC(C1=CC=CC=C1)OCC=1C(NC(NC1)=O)=O 5-(α-methylbenzyloxy)methyluracil